Ethyl 4-oxo-6-(quinolin-7-yl)-4,5-dihydropyrazolo[1,5-a]pyrazine-2-carboxylate O=C1C=2N(C=C(N1)C1=CC=C3C=CC=NC3=C1)N=C(C2)C(=O)OCC